N-fluorenylmethylpiperidine C1(=CC=CC=2C3=CC=CC=C3CC12)CN1CCCCC1